1-(2,6-dichlorophenyl)-4-((4-(N-(1-methylpiperidin-4-yl)sulfamoyl)phenyl)amino)-1H-pyrazole-3-carboxamide ClC1=C(C(=CC=C1)Cl)N1N=C(C(=C1)NC1=CC=C(C=C1)S(NC1CCN(CC1)C)(=O)=O)C(=O)N